BrC=1C=CC(=NC1)N(CC=1SC=CC1)C 5-bromo-N-methyl-N-(thiophen-2-ylmethyl)pyridin-2-amine